4-acrylamidobenzyl methanesulfonate CS(=O)(=O)OCC1=CC=C(C=C1)NC(C=C)=O